(R)-4-amino-7-cyclopropyl-N,1-dimethyl-N-(2-(trifluoromethyl)-5,8-dihydro-6H-pyrano[3,4-b]pyridin-5-yl)-1H-pyrazolo[4,3-c]quinoline-8-carboxamide NC1=NC=2C=C(C(=CC2C2=C1C=NN2C)C(=O)N([C@H]2COCC1=NC(=CC=C12)C(F)(F)F)C)C1CC1